FC1(C[C@H](N(C1)C(=O)OCC=C)C(=O)OC)F 1-allyl 2-methyl (S)-4,4-difluoropyrrolidine-1,2-dicarboxylate